2-hydrazinyl-6-methyl-3-nitropyridine N(N)C1=NC(=CC=C1[N+](=O)[O-])C